O=C1C2CCC(CC=C1)N2C(=O)OC(C)(C)C tert-butyl 2-oxo-9-azabicyclo[4.2.1]non-3-ene-9-carboxylate